1-(m-vinylphenyl)methyldimethylisopropoxysilane C(=C)C=1C=C(C=CC1)CC(C)(C)O[SiH](C)C